3-chloro-1-methyl-1H-pyrrolo[3,2-b]pyridin ClC1=CN(C=2C1=NC=CC2)C